rel-(2r,4'r)-7-chloro-4'-((dimethylamino)methyl)-4-methylspiro[benzo[d][1,3]dioxole-2,1'-cyclohexane]-5-carboxylic acid ClC1=CC(=C(C2=C1OC1(CCC(CC1)CN(C)C)O2)C)C(=O)O